CN1N=CC2=CC=C(C=C12)C1=CC=CN2C1=NS(CC2)(=O)=O 9-(1-methyl-1H-indazol-6-yl)-3,4-dihydropyrido[2,1-c][1,2,4]thiadiazine 2,2-dioxide